ClC=1N=CC(=NC1)C(C)=O 1-(5-Chloropyrazin-2-yl)ethanone